CC=1C=C2[C@H](N3C(C2=CC1)=CN=C3)[C@@H]3[C@H](COC3)O (3R,4S)-4-((R)-7-methyl-5H-imidazo[5,1-a]isoindol-5-yl)tetrahydrofuran-3-ol